Cyanoethoxythiophosphine C(#N)CCOSP